BrC1=CC=C2C=C(NC2=C1)C(=O)NC=1SC=CN1 6-bromo-N-(thiazol-2-yl)-1H-indole-2-carboxamide